(R)-1-(6-chloropyridin-2-yl)-3-(isoquinolin-4-yl)-2-oxoimidazoline-4-carbonitrile ClC1=CC=CC(=N1)N1C(N([C@H](C1)C#N)C1=CN=CC2=CC=CC=C12)=O